N1(CCCC1)C[C@@H](C)O (R)-1-(pyrrolidin-1-yl)propan-2-ol